2-chloroethylamine bromate Br(=O)(=O)O.ClCCN